tert-butyl-((2-(N-cyclopropylaminosulfonyl)-4-(methoxycarbonyl) phenoxy) methyl) piperidine-1-carboxylate N1(CCCCC1)C(=O)OC(OC1=C(C=C(C=C1)C(=O)OC)S(=O)(=O)NC1CC1)C(C)(C)C